CN1N=CC(=C1)C1=CC=C2C(=CC=NC2=C1)C1=C2N(N=C1C1=NC(=CC=C1)C)CCC2 7-(1-methyl-1H-pyrazol-4-yl)-4-(2-(6-methylpyridin-2-yl)-5,6-dihydro-4H-pyrrolo[1,2-b]pyrazol-3-yl)quinoline